MENTHYL FORMATE C(=O)OC1CC(CCC1C(C)C)C